C[C@@H]1CC[C@H]2[C@H](C1)C=C[C@@H]([C@@H]2CC[C@@H]3C[C@H](CC(=O)O3)O)C The molecule is a pyranone obtained by selective hydrogenation of the 4a,5-double bond in monacolin L. It is a member of 2-pyranones and a member of octahydronaphthalenes. It derives from a monacolin L.